ClC=1C=C(C=CC1)C=1N=C(NC1)CC1=C(C=C(C=C1)Cl)Cl 4-(3-Chlorophenyl)-2-(2,4-dichlorobenzyl)imidazole